S(=O)(O)[O-].[Na+] sodium (hydrogen) sulfite